FC1=CC=C(CC=2C=C3C(=NC2[C@H](CO)O)C(CN3)(C)C)C=C1 |r| (RS)-1-[6-(4-fluoro-benzyl)-3,3-dimethyl-2,3-dihydro-1H-pyrrolo[3,2-b]pyridin-5-yl]-ethane-1,2-diol